Serine, amide N[C@@H](CO)C(=O)N